ClC=1N=CC2=C(N1)N(C=C2)C2=CC=C(C=C2)S(=O)(=O)C 2-chloro-7-(4-methanesulfonylphenyl)-7H-pyrrolo[2,3-d]pyrimidine